[5-(4-amino-3-methoxy-pyrazol-1-yl)pentyl]carbamic acid tert-butyl ester C(C)(C)(C)OC(NCCCCCN1N=C(C(=C1)N)OC)=O